BrC1=CC(=C2CCCN3C2=C1CCC3)OC3=CC=1C(C2=CC=CC=C2C1C=C3)(C3=CC=CC=C3)C3=CC=CC=C3 8-bromo-10-((9,9-diphenyl-9H-fluoren-2-yl)oxy)-1,2,3,5,6,7-hexahydropyrido[3,2,1-ij]Quinoline